6-(4-Aminopiperidin-1-yl)-4-(difluoromethoxy)-3-(3-hydroxy-4-methoxyphenyl)pyridine NC1CCN(CC1)C1=CC(=C(C=N1)C1=CC(=C(C=C1)OC)O)OC(F)F